C(#N)C=1C=C2C(=NC1)N(C=C2)C2=NC=C(C(=O)NC1CCC(CC1)C(NCCOCCO)=O)C(=C2)NC(C)C 6-(5-cyano-1H-pyrrolo[2,3-b]pyridin-1-yl)-N-((1r,4r)-4-((2-(2-hydroxyethoxy)ethyl)carbamoyl)cyclohexyl)-4-(isopropylamino)nicotinamide